4-((3-ethyl-2,4-dioxo-1,2,3,4-tetrahydrothieno[3,2-d]pyrimidin-6-yl)methyl)-2'-fluoro-N-methyl-3,6-dihydro-2H-[1,3'-bipyridine]-6'-carboxamide C(C)N1C(NC2=C(C1=O)SC(=C2)CC=2CCN(CC2)C=2C(=NC(=CC2)C(=O)NC)F)=O